Trimethylbismuth C[Bi](C)C